(+/-)-(1S,3S)-3-((2'-(((cyclopentyl(methyl)carbamoyl)oxy)methyl)-[1,1'-biphenyl]-4-yl)oxy)cyclohexane-1-carboxylate C1(CCCC1)N(C(=O)OCC1=C(C=CC=C1)C1=CC=C(C=C1)O[C@@H]1C[C@H](CCC1)C(=O)[O-])C |r|